8-(2-fluoro-6-methoxyphenyl)-N-{2-[(1R,5S)-3-[(sulfamoyl)amino]-8-azabicyclo[3.2.1]oct-8-yl]-5-fluorophenyl}imidazo[3,2-a]pyrazine-6-carboxamide FC1=C(C(=CC=C1)OC)C=1C=2N(C=C(N1)C(=O)NC1=C(C=CC(=C1)F)N1[C@H]3CC(C[C@@H]1CC3)NS(N)(=O)=O)C=CN2